decyl oleate octyldodecyl-myristate C(CCCCCCC)C(C(=O)O)(CCCCCCCCCCCC)CCCCCCCCCCCC.C(CCCCCCC\C=C/CCCCCCCC)(=O)OCCCCCCCCCC